(2E,2'E)-N,N'-(diselanediylbis(ethane-2,1-diyl))bis(3-(4-(tert-butyl)phenyl)-2-(hydroxyimino)propanamide) [Se]([Se]CCNC(/C(/CC1=CC=C(C=C1)C(C)(C)C)=N/O)=O)CCNC(/C(/CC1=CC=C(C=C1)C(C)(C)C)=N/O)=O